5-(2-fluoro-6-methylphenyl)-3-(4-(4-(oxetan-3-yl)piperazin-1-yl)phenyl)-1H-pyrazolo[4,3-c]pyridazin-6(5H)-one FC1=C(C(=CC=C1)C)N1N=C2C(=CC1=O)NN=C2C2=CC=C(C=C2)N2CCN(CC2)C2COC2